FC1(CC(C1)CC(=O)N[C@H](C)C1=CC2=C(NC(=N2)[C@@H](NC(=O)C2=CC=NN2C)C2CCC(CC2)(F)F)C=C1)F N-((S)-(5-((R)-1-(2-(3,3-Difluorocyclobutyl)acetamido)ethyl)-1H-benzo[d]imidazol-2-yl)(4,4-difluorocyclohexyl)methyl)-1-methyl-1H-pyrazole-5-carboxamide